C1C(CC2=CC=CC=C12)N1N=CC(=C1)NC(=O)C1=NOC(=C1)C=1OC=CC1 N-(1-(2,3-dihydro-1H-inden-2-yl)-1H-pyrazol-4-yl)-5-(furan-2-yl)isoxazole-3-carboxamide